2-(6-{5-chloro-2-[(oxan-4-yl)amino]pyrimidin-4-yl}-1-oxo-2,3-dihydro-1H-isoindol-2-yl)-N-[(1-methyl-2-oxopiperidin-3-yl)methyl]acetamide ClC=1C(=NC(=NC1)NC1CCOCC1)C1=CC=C2CN(C(C2=C1)=O)CC(=O)NCC1C(N(CCC1)C)=O